NC1=NC=CC=C1C1=NC=2C(=NC(=CC2)N2N=CC=C2)N1C=1C=C2CC[C@@H](C2=CC1)NC(C1=C(N=CC=C1)CO)=O (S)-N-(5-(2-(2-aminopyridin-3-yl)-5-(1H-pyrazol-1-yl)-3H-imidazo[4,5-b]pyridin-3-yl)-2,3-dihydro-1H-inden-1-yl)-2-(hydroxymethyl)nicotinamide